C(C)OC(C(CC(=O)C=1C=NC(=C(C1)F)C1(CCC(CC1)(F)F)C)=O)=O 4-[6-(4,4-difluoro-1-methylcyclohexyl)-5-fluoropyridin-3-yl]-2,4-dioxobutanoic acid ethyl ester